O=C1NC2C(N1)CS[C@@H]2CCCCC(=O)O 5-((4R)-2-oxohexahydro-1H-thieno[3,4-d]imidazol-4-yl)pentanoic acid